CCCCCC(=O)CC1=CC(=CC(=O)O1)O The molecule is a pyranone that is 2H-pyran-2-one in which the hydrogens at positions 4 and 6 are substituted by hydroxy and 2-oxoheptyl groups respectively. It has a role as a metabolite. It is a polyketide and a member of 2-pyranones.